(S)-N1-(1-(2-(Bicyclo[1.1.1]pentan-1-ylamino)-2-oxoethyl)-2-oxo-1,2-dihydropyridin-3-yl)-2-(cinnolin-3-carboxamido)-N6-cyclohexyl-5-oxohexandiamid C12(CC(C1)C2)NC(CN2C(C(=CC=C2)NC([C@H](CCC(C(=O)NC2CCCCC2)=O)NC(=O)C=2N=NC1=CC=CC=C1C2)=O)=O)=O